ClC1=C(C=C(C(=N1)C=1C(=NN(C1)C(=O)OC(C)(C)C)C1CC1)F)F tert-butyl 4-(6-chloro-3,5-difluoro-2-pyridyl)-3-cyclopropyl-pyrazole-1-carboxylate